racemic-2-[(4-chloro-phenoxy)-phenoxy-phosphorylamino]propionic acid isopropyl ester C(C)(C)OC([C@@H](C)N=P(=O)OC1=C(C=CC=C1)OC1=CC=C(C=C1)Cl)=O |r|